2-(8,8-Dimethyl-3,4,9,10-tetrahydro-2H-pyrano[2,3-h]chromen-3-yl)-5-ethylphenol CC1(CCC=2C(=CC=C3CC(COC23)C2=C(C=C(C=C2)CC)O)O1)C